2,3-dihydro-1H-pyrrole-2-carboxamide N1C(CC=C1)C(=O)N